C(OCC(C)C)(OCCNP(=O)(OC1=CC=CC=C1)OC1=CC=C(C=C1)[N+](=O)[O-])=O isobutyl (2-(((4-nitrophenoxy)(phenoxy)phosphoryl)amino)ethyl) carbonate